S1C(CSCC1)C=1SCSC1 1,4-dithianyl-(1,4-dithiol)